BrC1=C2CCCN(C2=CC=C1)C1=NC=2N(C3=C1C=CC(=N3)C(F)(F)F)C(=NN2)C 5-(5-bromo-3,4-dihydroquinolin-1(2H)-yl)-9-methyl-2-(trifluoromethyl)pyrido[3,2-e][1,2,4]triazolo[4,3-a]pyrimidine